CC1=NC=C(C(=C1)C=1C=CC=C2[C@@H](CCOC12)CN(C(OC(C)(C)C)=O)C)C tert-butyl (R)-((8-(2,5-dimethylpyridin-4-yl)chroman-4-yl)methyl)(methyl)carbamate